C1=CC=CC=2C3=CC=CC=C3C(C12)COC(=O)N1[C@H](C[C@H](C1)CC1=CC=NC=C1)C(=O)O (2R,4R)-1-(((9H-Fluoren-9-yl)methoxy)carbonyl)-4-(pyridin-4-ylmethyl)pyrrolidine-2-carboxylic acid